4-(spiro[3.3]hept-1-en-2-yl)pyridin-2(1H)-one C1=C(CC12CCC2)C2=CC(NC=C2)=O